(S)-2-aminohexanedioic acid N[C@H](C(=O)O)CCCC(=O)O